Bis(tetramethylcyclopentadienyl)manganese(II) C[C]1[CH][C]([C]([C]1C)C)C.C[C]1[CH][C]([C]([C]1C)C)C.[Mn]